O.Cl.Cl.N1C=CC=C1 azol dihydrochloride hydrate